CNCCC[Si](OC)(OC)OC gamma-(N-methylamino)propyltrimethoxysilane